2-(5-(2,4-dichlorophenyl)thiophen-2-yl)-N-(2-(piperidin-1-yl)ethyl)acetamide ClC1=C(C=CC(=C1)Cl)C1=CC=C(S1)CC(=O)NCCN1CCCCC1